PYRIDYLSULFONAMIDE N1=C(C=CC=C1)S(=O)(=O)N